C1(CC1)C(=O)NC1=NC=C(C(=O)NOC)C(=C1)NC1=C(C=CC=C1)N(S(=O)(=O)C)C 6-(Cyclopropanecarboxamido)-N-methoxy-4-((2-(N-methylmethylsulfonamido)phenyl)amino)nicotinamide